2,4-dihydroxystyrene OC1=C(C=C)C=CC(=C1)O